Cl.N[C@H](CO)C1CC1 (2S)-2-amino-2-cyclopropylethanol hydrochloride